(R)-7-(5-((S)-6',8'-dihydro-2H-spiro[benzofuran-3,9'-pyrido[3',2':4,5]imidazo[2,1-c][1,4]oxazin]-2'-yl)pyrimidin-2-yl)hexahydroimidazo[1,5-a]pyrazin-3(2H)-one N1=C(C=CC=2N=C3COC[C@]4(N3C21)COC2=C4C=CC=C2)C=2C=NC(=NC2)N2C[C@@H]4N(CC2)C(NC4)=O